2-(2-chlorophenyl)-5,7-dihydroxy-8-[(3S,4R)-3-hydroxy-1-methyl-4-piperidinyl]benzopyran ClC1=C(C=CC=C1)C1OC2=C(C=C1)C(=CC(=C2[C@@H]2[C@@H](CN(CC2)C)O)O)O